tert-butyl 2-[1-[2-(2-cyano-6-quinolyl)-6-methyl-4-oxo-chromen-8-yl]ethylamino]benzoate C(#N)C1=NC2=CC=C(C=C2C=C1)C=1OC2=C(C=C(C=C2C(C1)=O)C)C(C)NC1=C(C(=O)OC(C)(C)C)C=CC=C1